C1(=CCCC1)C=1N=C(SC1SC(C)C)N1N=C(C(=C1C(=O)O)C1=CC(=CC=C1)F)C 1-(4-(cyclopent-1-en-1-yl)-5-(isopropylsulfanyl)thiazol-2-yl)-4-(3-fluorophenyl)-3-methyl-1H-pyrazole-5-carboxylic acid